2-(4-(4-((4H-1,2,4-triazol-3-yl)methoxy)-3-fluoro-5-methoxyphenyl)-6-chloro-3-methyl-2-oxo-2,3-dihydro-1H-benzo[d]imidazol-1-yl)-N-(4-fluorophenyl)acetamide hydrochloride salt Cl.N=1N=C(NC1)COC1=C(C=C(C=C1OC)C1=CC(=CC=2N(C(N(C21)C)=O)CC(=O)NC2=CC=C(C=C2)F)Cl)F